C1(=CC=CC(=C1)C(=O)OO)C(=O)OO 1,5-benzenedicarboperoxoic acid